ethyl P-(4-(5-(chlorodifluoromethyl)-1,2,4-oxadiazol-3-yl)-2-fluorobenzyl)-N-(4-(trifluoromethyl)phenyl)phosphonamidate ClC(C1=NC(=NO1)C1=CC(=C(CP(OCC)(=O)NC2=CC=C(C=C2)C(F)(F)F)C=C1)F)(F)F